Cl\C(\C(F)(F)F)=C/C(F)(F)F (Z)-2-chloro-1,1,1,4,4,4-hexafluorobut-2-ene